S1CCCC=2C1=NC=CC2 3,4-dihydro-2H-thiopyrano[2,3-b]pyridine